C(C)C1(COC1)COC(=O)C1=CC=C(C=C1)C(=O)OCC1(COC1)CC 1,4-benzenedicarboxylic acid-bis[(3-ethyl-3-oxetanyl) methyl] ester